(R)-4-(4-hydroxyphenyl)-3-methylpiperazine-1-carboxylic acid tert-butyl ester C(C)(C)(C)OC(=O)N1C[C@H](N(CC1)C1=CC=C(C=C1)O)C